FC(C=1N=C(SC1)N1CCN(CC1)S(=O)(=O)C1=CC=C(N)C=C1)(F)F 4-((4-(4-(trifluoromethyl)thiazol-2-yl)piperazin-1-yl)sulfonyl)aniline